F[C@@H]1CN(CC[C@H]1NC1=C2C=C(N(C2=CC=C1)CC(F)(F)F)C#CCNC1=C(C=C(C(=O)N)C=C1)OC)C |r| (rac)-4-{[3-(4-{[(3R,4R)-3-fluoro-1-methylpiperidin-4-yl]amino}-1-(2,2,2-trifluoroethyl)-1H-indol-2-yl)prop-2-yn-1-yl]amino}-3-methoxybenzamide